1-allyl-s-triazinetrione C(C=C)N1C(NC(NC1=O)=O)=O